7-hydroxy-4-nitro-2,3-dihydro-1-benzofuran-5-carboxylic acid methyl ester COC(=O)C=1C=C(C2=C(CCO2)C1[N+](=O)[O-])O